ICC1CCC(CC1)N1C=CC2=C(C=CC=C12)N1C(NC(CC1)=O)=O 1-(1-((1r,4r)-4-(iodomethyl)cyclohexyl)-1H-indol-4-yl)dihydropyrimidine-2,4(1H,3H)-dione